FC1(CCN(CC1)C1=CC=C(C=C1)NC=1C=C2CN(CC2=CC1)CC)F N-(4-(4,4-difluoropiperidin-1-yl)phenyl)-2-ethylisoindolin-5-amine